2-((3R,4S)-1-(tert-butoxycarbonyl)-4-((tert-butyldimethylsilyl)oxy)pyrrolidin-3-yl)-1-methyl-2H-indazol-1-ium C(C)(C)(C)OC(=O)N1C[C@H]([C@H](C1)O[Si](C)(C)C(C)(C)C)N1[N+](=C2C=CC=CC2=C1)C